ClC1=C(C=C(C=C1)N1N=C(N=C1CNC(NCC1=NC=NN1CC1CCCCC1)=O)C)F 3-{[1-(4-chloro-3-fluorophenyl)-3-methyl-1H-1,2,4-triazol-5-yl]methyl}-1-{[1-(cyclohexylmethyl)-1H-1,2,4-triazol-5-yl]methyl}urea